3-amino-6-(3-(5,5-dimethyl-5,6-dihydro-4H-pyrrolo[1,2-b]pyrazol-3-yl)phenyl)-N-(piperidin-3-yl)pyrazine-2-carboxamide NC=1C(=NC(=CN1)C1=CC(=CC=C1)C1=C2N(N=C1)CC(C2)(C)C)C(=O)NC2CNCCC2